C(CCCCCCCCCCCCCCC)P(O)(=O)CCCCCCCCCCCCCCCC bis(hexadecyl)phosphinic acid